2-((6R)-6-(4-(2-(tetrahydrofuran-3-yl)phenyl)piperidin-1-yl)-2-azaspiro[3.4]octan-2-yl)-1,3,4-oxadiazole O1CC(CC1)C1=C(C=CC=C1)C1CCN(CC1)[C@H]1CC2(CN(C2)C=2OC=NN2)CC1